C(=O)C1=C(N(C(=C1)C)C1=C(N=C(S1)C)C#N)C 5-(3-formyl-2,5-dimethyl-1H-pyrrol-1-yl)-2-methylthiazole-4-nitrile